1-(3,3-difluorocyclopentyl)-6-(4-methoxypyrrolo[2,1-f][1,2,4]triazin-5-yl)-2-methylimidazo[4,5-b]pyridine FC1(CC(CC1)N1C(=NC2=NC=C(C=C21)C=2C=CN1N=CN=C(C12)OC)C)F